monodecyl citraconate C(\C(\C)=C/C(=O)[O-])(=O)OCCCCCCCCCC